C(C)(C)N1N=C(C=C1C1[C@H]2CC(C[C@@H]12)N1CCOCC1)C=1C=C(C(=NC1)N)C(F)(F)F |r| 5-[1-isopropyl-5-[rac-(1r,5s)-3-morpholino-6-bicyclo[3.1.0]hexanyl]pyrazol-3-yl]-3-(trifluoromethyl)pyridin-2-amine